FC1(C(C2=C(C(=C=C=C12)OC=1C=C(C(=O)N)C=C(C1)F)I)O)F 3-(8,8-difluoro-7-hydroxy-5-iodobicyclo[4.2.0]octa-1,3,5-triene-2-enyloxy)-5-fluorobenzamide